Tert-butyl (S)-8-(4-(6-ethyl-2,3,9-trimethyl-6H-thieno[3,2-f][1,2,4]triazolo[4,3-a][1,4]diazepin-4-yl)phenyl)-2-azaspiro[4.5]decane-2-carboxylate C(C)[C@H]1C=2N(C3=C(C(=N1)C1=CC=C(C=C1)C1CCC4(CCN(C4)C(=O)OC(C)(C)C)CC1)C(=C(S3)C)C)C(=NN2)C